4-bromo-7-chloro-6-(4-ethoxybenzyl)-2,3-dihydrobenzofuran BrC1=CC(=C(C2=C1CCO2)Cl)CC2=CC=C(C=C2)OCC